ClC=1C=C(C=CC1Cl)C=1C=CN2C1C(N(C=C2)CC(=O)N2CC(C2)(C)F)=O 8-(3,4-dichlorophenyl)-2-(2-(3-fluoro-3-methylazetidin-1-yl)-2-oxoethyl)pyrrolo[1,2-a]pyrazin-1(2H)-one